(E)-3-(5-(5-(cyclopropanecarbonyl)-4,5,6,7-tetrahydrothieno[3,2-c]pyridin-2-yl)-2-hydroxy-3-methoxyphenyl)-1-phenylprop-2-en-1-one C1(CC1)C(=O)N1CC2=C(CC1)SC(=C2)C=2C=C(C(=C(C2)/C=C/C(=O)C2=CC=CC=C2)O)OC